C(C)(=O)C1(CC2=CC(=C(C=C2C1)F)F)C(=O)OCC Ethyl 2-acetyl-5,6-difluoro-2,3-dihydro-1H-indene-2-carboxylate